ClC1=C(CSC2=NC=3N(C(N(C(C3N2C)=O)C)=O)C)C(=CC=C1)Cl 8-(2,6-dichlorobenzylthio)-1,3,7-trimethyl-1H-purine-2,6(3H,7H)-dione